Cl.NC/C(/CN1C(=C2C(N(CCC2=C1C)C1CC1)=O)C)=C\F (E)-2-(2-(aminomethyl)-3-fluoroallyl)-5-cyclopropyl-1,3-dimethyl-2,5,6,7-tetrahydro-4H-pyrrolo[3,4-c]pyridin-4-one hydrochloride